NC=1N=C(SC1C(=O)C1=CC(=NO1)C(=O)NCC#N)N(C1=CC=C(C=C1)F)[C@@H](C(=O)N)C |r| rac-5-[4-Amino-2-(N-(2-amino-1-methyl-2-oxoethyl)-4-fluoroanilino)thiazol-5-carbonyl]-N-(cyanomethyl)isoxazol-3-carboxamid